FC(C(=O)O)(F)F.N[C@@H](CC(=O)OCC1=CC=CC=C1)C(=O)N[C@H](C(=O)NCC1=CC=CC2=CC=CC=C12)COC Benzyl (S)-3-amino-4-(((S)-3-methoxy-1-((naphthalen-1-ylmethyl)amino)-1-oxopropan-2-yl)amino)-4-oxobutanoate 2,2,2-trifluoroacetate